(2S,4S)-4-fluoro-1-[2-[4-[(8-methyl-6-quinolyl)amino]-1-piperidyl]acetyl]pyrrolidine-2-carbonitrile F[C@H]1C[C@H](N(C1)C(CN1CCC(CC1)NC=1C=C2C=CC=NC2=C(C1)C)=O)C#N